C(CCCCCCC\C=C/CCCCCCCC)(=O)[O-].C(CCCCCCCCCCCCCCC)(=O)[O-].[Dy+2] dysprosium palmitat oleate